BrCCCOC1=CC=C(C=C1)C(\C=C\C1=CC=CC=C1)=O (E)-1-(4-(3-bromopropyloxy)phenyl)-3-phenyl-2-propen-1-one